(R)-3-(benzyloxy)-2-(((benzyloxy)carbonyl)amino)-3-oxopropan-1-aminium chloride [Cl-].C(C1=CC=CC=C1)OC([C@@H](C[NH3+])NC(=O)OCC1=CC=CC=C1)=O